FC=1C=C(C2=C([C@H]3N(C[C@@H](O2)C3)C(=O)C32CCC(C3)(C2)C#N)C1)F 4-((2S,5S)-7,9-difluoro-2,3,4,5-tetrahydro-2,5-methanobenzo[f][1,4]oxazepine-4-carbonyl)bicyclo[2.1.1]hexane-1-carbonitrile